[1,3-bis(2,6-di-3-pentylphenyl)imidazol-2-ylidene](3-chloropyridyl)palladium dichloride CCC(CC)C1=C(C(=CC=C1)C(CC)CC)N1C(N(C=C1)C1=C(C=CC=C1C(CC)CC)C(CC)CC)=[Pd](C1=NC=CC=C1Cl)(Cl)Cl